3-fluoro-2-(4-{[(3R)-1-(2-hydroxyethyl)piperidin-3-yl]amino}pyrido[3,4-d]pyridazin-1-yl)phenol FC=1C(=C(C=CC1)O)C1=C2C(=C(N=N1)N[C@H]1CN(CCC1)CCO)C=NC=C2